3-acetyl-2-(benzylsulfanyl)-8-bromo-5-chloroquinolin-4(1H)-one C(C)(=O)C1=C(NC2=C(C=CC(=C2C1=O)Cl)Br)SCC1=CC=CC=C1